(19S)-10,19-diethyl-7,19-dihydroxy-17-oxa-3,13-diazapentacyclo[11.8.0.02,11.04,9.015,20]henicosa-1(21),2,4(9),5,7,10,15(20)-heptaene-14,18-dione C(C)C=1C=2C=C(C=CC2N=C2C3=CC=4[C@@](C(OCC4C(N3CC12)=O)=O)(O)CC)O